(S)-2-amino-4-(2-amino-5-bromophenyl)-4-oxobutanoic acid N[C@H](C(=O)O)CC(=O)C1=C(C=CC(=C1)Br)N